CC1=C2C=CC=NC2=CC=C1C(C)N1C=NC=2C1=NC(=CN2)C=2C=NN(C2)C 5-methyl-6-(1-(6-(1-methyl-1H-pyrazol-4-yl)-1H-imidazo[4,5-b]pyrazin-1-yl)ethyl)quinoline